7-(3-(N-(4-methyl-4,5-dihydrooxazol-2-yl)sulfamoyl)phenyl)heptanoic acid CC1N=C(OC1)NS(=O)(=O)C=1C=C(C=CC1)CCCCCCC(=O)O